2,2-dimethyl-3-morpholinopropionaldehyde CC(C=O)(CN1CCOCC1)C